C(CCCCCCC)OC1=CC=C(C=C1)C1=CC=C(C#N)C=C1 4-(4-octoxyphenyl)benzonitrile